Hafnium trimethoxy-n-butoxide COC(CCC[O-])(OC)OC.[Hf+4].COC(CCC[O-])(OC)OC.COC(CCC[O-])(OC)OC.COC(CCC[O-])(OC)OC